tert-butyl N-[(3R)-5-[(4-chlorophenyl)methyl]-7-(2-ethyltetrazol-5-yl)-8-fluoro-4-oxo-2,3-dihydro-1,5-benzothiazepin-3-yl]carbamate ClC1=CC=C(C=C1)CN1C([C@H](CSC2=C1C=C(C(=C2)F)C=2N=NN(N2)CC)NC(OC(C)(C)C)=O)=O